NC1=NC=C(C2=C1C=NN2COCC[Si](C)(C)C)NC(=O)C(=O)N(CC2=NC=C(C=C2)C(F)(F)F)CC2=NC=CC=N2 N-[4-amino-1-(2-trimethylsilylethoxymethyl)pyrazolo[4,3-c]pyridin-7-yl]-N'-(pyrimidin-2-ylmethyl)-N'-[[5-(trifluoromethyl)-2-pyridyl]methyl]oxamide